CC=1C=C(C=C(C1)C)C1O[C@@H]2[C@H](O1)C(O[C@H]2N2C(NC(C(=C2)F)=O)=O)C 1-((3AR,4R,6aR)-2-(3,5-dimethylphenyl)-6-methyltetrahydrofurano[3,4-d][1,3]dioxol-4-yl)-5-fluoropyrimidine-2,4(1H,3H)-dione